4-((4-Fluoro-2-nitrophenyl)amino)tetrahydro-2H-thiopyran 1,1-dioxide FC1=CC(=C(C=C1)NC1CCS(CC1)(=O)=O)[N+](=O)[O-]